Barium Iodide [I-].[Ba+2].[I-]